FC(C1=CC=C(N=N1)C(C)C1=NC2=CC=CC=C2C=N1)(F)F [1-[6-(trifluoromethyl)pyridazin-3-yl]ethyl]quinazolin